5-bromo-7-chloro-4-fluoro-N,N-dimethylbenzofuran-2-carboxamide BrC=1C=C(C2=C(C=C(O2)C(=O)N(C)C)C1F)Cl